O=C1CC(N(CC1)C(=O)OC(C)(C)C)C1=CC=CC=C1 tert-butyl 4-oxo-2-phenyl-piperidine-1-carboxylate